6-(1-methoxyethyl)phenazine-1-carboxylic acid methyl ester COC(=O)C1=CC=CC2=NC3=C(C=CC=C3N=C12)C(C)OC